BrC=1N=C(SC1)[C@@H](OCC=1N=C(SC1)C(=O)O)[C@@H]1N(C(OC1)(C)C)C(=O)OC(C)(C)C 4-(((S)-(4-bromothiazol-2-yl)((R)-3-(tert-butoxycarbonyl)-2,2-dimethyloxazolidin-4-yl)methoxy)methyl)thiazole-2-carboxylic acid